3,5-diamino-4-chlorophenylacetic acid isopropyl ester C(C)(C)OC(CC1=CC(=C(C(=C1)N)Cl)N)=O